COC1(C2C(C3CCC(C3(CC1)C2)C)(C)C)C 6-methoxy-1,4,4,6-tetramethyloctahydro-1H-5,8a-methanoazulene